BrC1=NN=C(S1)N1C[C@H]2CCC[C@@H](C1)C2NC(C)=O exo-N-((1r,5s,9r)-3-(5-bromo-1,3,4-thiadiazol-2-yl)-3-azabicyclo[3.3.1]non-9-yl)acetamide